OC1=C(C=2C(=NC(N2)=O)C=C1)O di-hydroxybenzimidazolone